CN(C(OC(C)(C)C)=O)C1(CC1)COC=1C=NN(C1)C tert-butyl methyl(1-(((1-methyl-1H-pyrazol-4-yl)oxy)methyl)cyclopropyl)carbamate